OC1=C(C=C(C=C1C(C)(C)C)C(C)(C)CC)N1N=C2C(=N1)C=CC(=C2)C(C)CC 2-(2'-hydroxy-3'-tert-butyl-5'-tert-pentylphenyl)-5-sec-butylbenzotriazole